N1CC(CCC1)NC1=NC=C(C(=N1)C1=CNC=2C(NC=CC=CC21)=O)C(F)(F)F 3-{2-[(piperidin-3-yl)amino]-5-(trifluoromethyl)pyrimidin-4-yl}-1H,8H,9H-pyrrolo[2,3-c]azocin-9-one